N-((2-(2,6-dioxopiperidin-3-yl)-1-oxoisoindolin-5-yl)methyl)-2-(3-(4-(4-(quinoxalin-2-yl)-1H-pyrazol-1-yl)piperidin-1-yl)cyclohexyl)acetamide O=C1NC(CCC1N1C(C2=CC=C(C=C2C1)CNC(CC1CC(CCC1)N1CCC(CC1)N1N=CC(=C1)C1=NC2=CC=CC=C2N=C1)=O)=O)=O